azo-bis-(2,4-dimethylvaleronitrile) N(=NC(C#N)(CC(C)C)C)C(C#N)(CC(C)C)C